6-cyclopropylpyridazin-4-ylboronic acid C1(CC1)C1=CC(=CN=N1)B(O)O